FC=1C(=CC(=NC1)OC)C1=CC(=NN1)C(=O)N1C2(CC2)C[C@H](CC1)C(=O)NC[C@H]1C([S@](CC1)(=O)=N)(C)C (S)-4-(5-(5-fluoro-2-methoxypyridin-4-yl)-1H-pyrazole-3-carbonyl)-N-(((1S,3S)-1-imino-2,2-dimethyl-1-oxidotetrahydro-1H-1λ6-thiophen-3-yl)methyl)-4-azaspiro[2.5]octane-7-carboxamide